(1R,2R)-2',6'-Bis(allyloxy)-5-methyl-4'-pentyl-2-(prop-1-en-2-yl)-1,2,3,4-tetrahydro-1,1'-biphenyl C(C=C)OC1=C(C(=CC(=C1)CCCCC)OCC=C)[C@H]1[C@@H](CCC(=C1)C)C(=C)C